NC=1C2=C(N=CN1)N(C=C2C(=O)NC2=CC=C(C=C2)COC)C2C1CCC(C2)C1 4-amino-7-(bicyclo[2.2.1]hept-2-yl)-N-(4-(methoxymethyl)phenyl)-7H-pyrrolo[2,3-d]pyrimidine-5-carboxamide